C(C)(C)(C)OC(=O)N1CCN(CC1)C=1C=NC(=CC1)NC=1N=CC2=C(N1)N(C(C(=C2C)Br)=O)C2CCCC2 4-{6-[6-bromo-8-cyclopentyl-5-methyl-7-oxo-7,8-dihydro-pyrido[2,3-d]pyrimidin-2-ylamino]-pyridin-3-yl}-piperazine-1-carboxylic acid tert-butyl ester